C(=CC(CCCCCCCCCCCC(C)O)O)O 1,3,15-hexadecenetriol